3-bromo-N-(2-hydroxyethyl)-4-((4-(pentafluoro-λ6-sulfanyl)phenyl)amino)benzenesulfonamide BrC=1C=C(C=CC1NC1=CC=C(C=C1)S(F)(F)(F)(F)F)S(=O)(=O)NCCO